S1CC=NC=C1 1,4-Thiazin